2-[[6-bromo-3-(dimethylcarbamoyl)-7-(3-methoxypropoxy)-4-quinolyl]amino]benzoic acid BrC=1C=C2C(=C(C=NC2=CC1OCCCOC)C(N(C)C)=O)NC1=C(C(=O)O)C=CC=C1